5-(3-Chloro-2-fluoro-6-(1H-tetrazol-1-yl)phenyl)-2-((1R)-1-(4-(1-(difluoromethyl)-1H-1,2,4-triazol-5-yl)-1H-pyrazol-1-yl)-2-((1R*)-2-methylcyclopropyl)ethyl)pyridine 1-oxide ClC=1C(=C(C(=CC1)N1N=NN=C1)C=1C=CC(=[N+](C1)[O-])[C@@H](C[C@@H]1C(C1)C)N1N=CC(=C1)C1=NC=NN1C(F)F)F |o1:21|